C1(CC1)C1=NOC(=N1)C12CCC(CC1)(CC2)CN(C(=O)C2CCCCC2)C2=CC(=CC=C2)C2=CN=C(O2)OC N-((4-(3-cyclopropyl-1,2,4-oxadiazol-5-yl)bicyclo[2.2.2]octan-1-yl)methyl)-N-(3-(2-methoxyoxazol-5-yl)phenyl)cyclohexanecarboxamide